N,3-dimethyl-5-nitrobenzo[d]isoxazol-6-amine CNC1=CC2=C(C(=NO2)C)C=C1[N+](=O)[O-]